N-methyl-4-octyl-N-octadecyl-aniline CN(C1=CC=C(C=C1)CCCCCCCC)CCCCCCCCCCCCCCCCCC